ClC1=C(C=CC=C1)N(C(COC1=CC=C(C=C1)C)=O)CC=1SC=CC1 N-(2-chlorophenyl)-N-(thiophen-2-ylmethyl)-2-(p-tolyloxy)acetamide